(R)-N-(4-(4-amino-7-methyl-5-(4-(pyrrolidine-1-carbonyl)cyclohex-1-en-1-yl)-7H-pyrrolo[2,3-d]pyrimidin-6-yl)phenyl)methacrylamide NC=1C2=C(N=CN1)N(C(=C2C2=CC[C@@H](CC2)C(=O)N2CCCC2)C2=CC=C(C=C2)NC(C(=C)C)=O)C